(R)-2-Methyl-propane-2-sulfinic acid (5-bromo-4-methyl-pyridin-3-ylmethyl)-amide BrC=1C(=C(C=NC1)CN[S@](=O)C(C)(C)C)C